C(C)(=O)NNC(=O)C12CC(CC(N1C(=O)NC1=CC(=C(C=C1)C(F)(F)F)C=1C=NC=C(C1)F)C2)C cis-1-(2-acetylhydrazine-1-carbonyl)-N-(3-(5-fluoropyridin-3-yl)-4-(trifluoromethyl)phenyl)-3-methyl-6-azabicyclo[3.1.1]heptane-6-carboxamide